C(C)OC=1C=C(C(=O)O)C=CC1 meta-ethoxybenzoic acid